trans-4-[(3-cyano-4-methyl-phenyl)methyl]cyclohexanecarboxylic acid C(#N)C=1C=C(C=CC1C)C[C@@H]1CC[C@H](CC1)C(=O)O